2-chloro-6-(4-methoxyphenyl)nicotinamide ClC1=C(C(=O)N)C=CC(=N1)C1=CC=C(C=C1)OC